Methyl 5-((1-(tert-butoxycarbonyl)azetidin-3-yl)oxy)picolinate C(C)(C)(C)OC(=O)N1CC(C1)OC=1C=CC(=NC1)C(=O)OC